ClC=1C=C(C=CC1F)NC(N(CC1=NN=C2N1CCCCC2)C=2C=C1C=CNC1=CC2)=O (3-chloro-4-fluorophenyl)-1-(1H-indol-5-yl)-1-((6,7,8,9-tetrahydro-5H-[1,2,4]triazolo[4,3-a]azepin-3-yl)methyl)urea